(S)-N-(1-phenylpropyl)cyclopentanecarboxamidine C1(=CC=CC=C1)[C@H](CC)NC(=N)C1CCCC1